2-(3-hydroxybenzylidene)-3-oxobutanoate OC=1C=C(C=C(C(=O)[O-])C(C)=O)C=CC1